C(C#C)[Sn] propargyltin